ethyl 2-oxo-1-(2-oxoethyl)-6-(trifluoromethyl)-1,2-dihydropyridine-3-carboxylate O=C1N(C(=CC=C1C(=O)OCC)C(F)(F)F)CC=O